tert-butyl 3,3-dimethyl-4-(5-methyl-1H-pyrazol-3-yl)piperazine-1-carboxylate CC1(CN(CCN1C1=NNC(=C1)C)C(=O)OC(C)(C)C)C